C(CC)=O 1-Propanon